(4-(3R,4R)-((tert-butyldiphenylsilyl)oxy)-3-methyltetrahydrofuran-3-yl)piperazine [Si](C1=CC=CC=C1)(C1=CC=CC=C1)(C(C)(C)C)O[C@@H]1[C@](COC1)(C)N1CCNCC1